N-(4'-trifluoromethylthiobiphenyl-2-yl)-3-difluoromethyl-1-methyl-1H-pyrazole-4-carboxamide FC(SC1=CC=C(C=C1)C1=C(C=CC=C1)NC(=O)C=1C(=NN(C1)C)C(F)F)(F)F